6-bromo-3'-nitroflavone BrC=1C=C2C(C=C(OC2=CC1)C1=CC(=CC=C1)[N+](=O)[O-])=O